ClC=1C=C(C(=O)NC2[C@@H]3CN(C[C@H]23)C2=CC=CC=C2)C=CC1Cl 3,4-dichloro-N-((1R,5S,6s)-3-phenyl-3-azabicyclo[3.1.0]hexan-6-yl)benzamide